C(C1=CC=CC=C1)OC1=CC(=C(C(=C1)C)C1=C(C=C2C(=N1)C(=CN2S(=O)(=O)C2=CC=C(C)C=C2)C(C)C)F)C 5-(4-(benzyloxy)-2,6-dimethylphenyl)-6-fluoro-3-isopropyl-1-p-toluenesulfonyl-1H-pyrrolo[3,2-b]pyridine